C(C)OCOC1=C(C=CC(=C1)C(F)(F)F)C1=NN=CC=2CCCCC12 4-(2-(ethoxymethoxy)-4-(trifluoromethyl)phenyl)-5,6,7,8-tetrahydrophthalazine